tin oxide zirconium [Zr].[Sn]=O